4-((3',4'-diamino-6-methyl-[1,1'-biphenyl]-3-yl)methyl)phthalazin-1(2H)-one NC=1C=C(C=CC1N)C1=CC(=CC=C1C)CC1=NNC(C2=CC=CC=C12)=O